4-chloro-1,2-dimethoxybenzene ClC1=CC(=C(C=C1)OC)OC